N(CCC1=CC(O)=C(O)C=C1)CC(C(=O)N)=C Dopamin-Methacrylamid